C(C=C)(=O)[O-].C(C=C)(=O)[O-].C(C=C)(=O)[O-].[N-]=C=O.C(C)O.C(C)O di-ethanol isocyanate triacrylate